FC1=CC(=CC2=C1N(C=N2)C)I 7-fluoro-5-iodo-1-methyl-1,3-benzodiazole